BrC=1C(=CC2=C(CN3[C@@H](O2)[C@@H](OC3=C=O)CNC(C)=O)C1)F N-(((3S,3aS)-7-bromo-6-fluoro-1-carbonyl-3,3a-dihydro-1H,9H-benzo[e]oxazolo[4,3-b][1,3]oxazin-3-yl)methyl)acetamide